C(C)(C)(C)C1=NOC(=N1)C(=O)N[C@@H](C)C1=C(C(=C(C=C1)C1=CC(=NC=C1)NC(=O)C1CC1)F)Cl (S)-3-(tert-butyl)-N-(1-(2-chloro-4-(2-(cyclopropanecarboxamido)pyridin-4-yl)-3-fluorophenyl)ethyl)-1,2,4-oxadiazole-5-carboxamide